C(C1=CC=CC=C1)NC1=NC(=NC=2[C@H](CCCC12)OCCO[Si](C)(C)C(C)(C)C)N1C(=CC=2C(=CC=CC12)C(=O)N)C 1-[(8S)-4-(benzylamino)-8-[2-[tert-butyl(dimethyl)silyl]oxyethoxy]-5,6,7,8-tetrahydroquinazolin-2-yl]-2-methyl-indole-4-carboxamide